C(O)(O)=O.C(C)N(CCN)CC N,N-diethyl-1,2-ethylenediamine carbonate